ClC1=C(C=C2C(=N1)NN=C2)C#N 6-chloro-1H-pyrazolo[3,4-b]pyridine-5-carbonitrile